FC=1C=CC=2N(N1)C=C(N2)C(=O)OC methyl 6-fluoroimidazo[1,2-b]pyridazine-2-carboxylate